(Z)-1-Acetyl-2-((6-(morpholine-4-carbonyl)benzo[d]thiazol-2-yl)methylene)indolin-3-one C(C)(=O)N1\C(\C(C2=CC=CC=C12)=O)=C/C=1SC2=C(N1)C=CC(=C2)C(=O)N2CCOCC2